COC1=C(C(=C(C=C1)C1=CC=C(C=C1)N)OC)N dimethoxy-3,4'-diaminobiphenyl